1-(tert-butyl)-1H-1,2,4-triazole-3-carboxylic acid C(C)(C)(C)N1N=C(N=C1)C(=O)O